N[C@@H]1CN(CC1)C(=O)C=1SC(=CC1C)C1=CC=C(C=C1)C1CCN(CC1)CC1OCCCC1 ((S)-3-aminopyrrolidin-1-yl)(3-methyl-5-(4-(1-((tetrahydro-2H-pyran-2-yl)methyl)piperidin-4-yl)phenyl)thiophen-2-yl)methanone